FC(C(C(C(C(C(C(C(F)(F)F)(F)F)(F)F)(F)F)(F)F)(F)F)(F)F)(S(=O)(=O)[O-])F.FC(C1=CC=C(C=C1)[I+]C1=CC=C(C=C1)C(F)(F)F)(F)F di(4-trifluoromethylphenyl)iodonium perfluoro-n-octanesulfonate